FC=1C(=NC(=NC1)NC1=NC=C(C=C1)N1CCN(CC1)CCOC)C=1C=C(C2=C(N(C(=N2)C)C(C)C)C1)F 5-fluoro-4-(4-fluoro-1-isopropyl-2-methyl-1H-benzo[d]imidazol-6-yl)-N-(5-(4-(2-methoxyethyl)piperazin-1-yl)pyridin-2-yl)pyrimidin-2-amine